[Si](C)(C)(C(C)(C)C)OC1CCC(CC1)CCC#N 3-((1r,4s)-4-((tert-butyldimethylsilyl)oxy)-cyclohexyl)propanenitrile